(2-(diisopropylcarbamoyl)-4-fluorophenoxy)pyrimidine 1-oxide C(C)(C)N(C(=O)C1=C(OC2=[N+](C=CC=N2)[O-])C=CC(=C1)F)C(C)C